1-(1-Benzylazetidin-3-yl)-N-(1H-indol-3-yl)-3,3-dimethyl-2-oxoindoline-6-carboxamide C(C1=CC=CC=C1)N1CC(C1)N1C(C(C2=CC=C(C=C12)C(=O)NC1=CNC2=CC=CC=C12)(C)C)=O